ClC1=CC(=C(C=C1)C1=CC(=NC2=NC(=C(N=C21)C)C)N2C[C@@H](OCC2)C=2C=NN(C2)C)F 8-(4-chloro-2-fluorophenyl)-2,3-dimethyl-6-((2S)-2-(1-methyl-1H-pyrazol-4-yl)-4-morpholinyl)pyrido[2,3-b]pyrazine